CSC[C@@H]1CN(CCC1)C(=O)OC(C)(C)C tert-butyl (3S)-3-[(methylsulfanyl)methyl]piperidine-1-carboxylate